NC=1C(=C(N(N1)C1=NC=C(C=C1)C(=O)N1CCOCC1)C(C)C1=C(C(=O)NC)C=C(C=C1C(F)(F)F)C(F)(F)F)C#N [1-[5-amino-4-cyano-2-[5-(morpholin-4-carbonyl)-2-pyridinyl]pyrazol-3-yl]ethyl]-N-methyl-3,5-bis(trifluoromethyl)benzamide